FC1=C(C=CC=C1)C(C)=O 1-(2-fluorophenyl)ethanone